CC/C=C\\C/C=C\\C/C=C\\C/C=C\\C/C=C\\C/C=C\\CCCCCCCCCC/C=C/C(=O)SCCNC(=O)CCNC(=O)[C@@H](C(C)(C)COP(=O)(O)OP(=O)(O)OC[C@@H]1[C@H]([C@H]([C@@H](O1)N2C=NC3=C(N=CN=C32)N)O)OP(=O)(O)O)O The molecule is an unsaturated fatty acyl-CoA that results from the formal condensation of the thiol group of coenzyme A with the carboxy group of (2E,14Z,17Z,20Z,23Z,26Z,29Z)-dotriacontaheptaenoic acid. It is an unsaturated fatty acyl-CoA and an ultra-long-chain fatty acyl-CoA. It is a conjugate acid of a (2E,14Z,17Z,20Z,23Z,26Z,29Z)-dotriacontaheptaenoyl-CoA(4-).